N=C1C(NC(S1)=O)=CC1=CC=CC=C1 imino-(benzylidene)thiazolidinone